(R)-2-methyl-propane-2-sulfinic acid amide CC(C)(C)[S@@](=O)N